(E,E)-3,7,11,15-Tetramethyl-6,10,14-hexadecatrienal CC(CC=O)CC\C=C(\CC\C=C(\CCC=C(C)C)/C)/C